(2S,3S)-tert-butyl 2-(benzyloxycarbonylamino)-3-((methylsulfonyloxy)methyl)-6-(4,4,5,5-tetramethyl-1,3,2-dioxaborolan-2-yl)hexanoate C(C1=CC=CC=C1)OC(=O)N[C@H](C(=O)OC(C)(C)C)[C@H](CCCB1OC(C(O1)(C)C)(C)C)COS(=O)(=O)C